[14CH2](CCC)O n-butanol-14C